2-(4-imidazo[1,2-a]pyridin-7-ylpyrazol-1-yl)-2-methyl-propionic acid ethyl ester C(C)OC(C(C)(C)N1N=CC(=C1)C1=CC=2N(C=C1)C=CN2)=O